FC(C=1C=C(OCC2CN(CC2)C2=NC(=CC(=N2)C(=O)O)C)C=C(C1)C(F)(F)F)(F)F 2-(3-((3,5-Bis(trifluoromethyl)phenoxy)methyl)pyrrolidin-1-yl)-6-methylpyrimidine-4-carboxylic Acid